C(C=C)(=O)N(Br)C(C=C)=O diacryloyl-bromamine